C(C)(C)(C)OC(CCOCC#C)=O 3-(prop-2-yn-1-yloxy)propionic acid tert-butyl ester